C1(=CC=CC=C1)P(O)(O)C1=CC=CC=C1.C(C1=CC=CC=C1)(=O)O.C(C=C)C(C(C)O)C(C)O 3-allyl-2,4-pentanediol benzoate Diphenylphosphonite